NC1=C(C=C(C=N1)C=1C=C2N(N1)CCC21CN(CC1)C(=O)NC(C)C)O[C@H](C)C1=NC=CC=C1 2'-{6-amino-5-[(1R)-1-(pyridin-2-yl)ethoxy]pyridin-3-yl}-N-(propan-2-yl)-5',6'-dihydrospiro[pyrrolidine-3,4'-pyrrolo[1,2-b]pyrazole]-1-carboxamide